11-(2-bromo-3-(9H-carbazol-9-yl)phenyl)-11H-benzo[a]carbazole BrC1=C(C=CC=C1N1C2=CC=CC=C2C=2C=CC=CC12)N1C2=CC=CC=C2C2=CC=C3C(=C12)C=CC=C3